1-methyl-N-[[(2R)-tetrahydrofuran-2-yl]methyl]pyrazol-4-amine CN1N=CC(=C1)NC[C@@H]1OCCC1